NC1=C(C=CC(=N1)N1N=CC(=C1C(F)(F)F)C(=O)NC1=C(C=C(C(=C1)Cl)N1N=CC=N1)C)F 1-(6-amino-5-fluoropyridin-2-yl)-N-(5-chloro-2-methyl-4-(2H-1,2,3-triazol-2-yl)phenyl)-5-(trifluoromethyl)-1H-pyrazole-4-carboxamide